CN1C2=CC=CC=C2C(C12C=NC1=C(O2)C=CC2=CC=CC=C21)(C)C 1,3,3-trimethylspiro(indoline-2,3'-(3H)naphtho(2,1-b)(1,4)oxazine)